5-(4-fluorophenyl)-6-methyl-4-methylthiopyridazine-3-carboxamide FC1=CC=C(C=C1)C=1C(=C(N=NC1C)C(=S)N)C